(2R)-2-(4-Fluorophenyl)-N-{4-[3-(4-fluorophenyl)-6,6-dimethyl-4-oxo-4,5,6,7-tetrahydro-1H-pyrrolo[3,2-c]pyridin-2-yl]pyridin-2-yl}propanamid FC1=CC=C(C=C1)[C@H](C(=O)NC1=NC=CC(=C1)C1=C(C=2C(NC(CC2N1)(C)C)=O)C1=CC=C(C=C1)F)C